ClC=1C(N(N=CC1OCC1=CC=C(C=C1)COCC[18F])C(C)(C)C)=O 4-chloro-2-(1,1-dimethylethyl)-5-({4-[(2-[18F]fluoroethoxy)methyl]phenyl}methoxy)pyridazin-3(2H)-one